1,1,5,5-tetrakis(5-tert-butyl-4-hydroxy-2-methylphenyl)pentane C(C)(C)(C)C=1C(=CC(=C(C1)C(CCCC(C1=C(C=C(C(=C1)C(C)(C)C)O)C)C1=C(C=C(C(=C1)C(C)(C)C)O)C)C1=C(C=C(C(=C1)C(C)(C)C)O)C)C)O